citronellyl maleate C(\C=C/C(=O)[O-])(=O)OCCC(C)CCC=C(C)C